(5S,6S)-6-((S)-8-Fluoro-5H-imidazo[5,1-a]isoindol-5-yl)-5,6,7,8-tetrahydrochinolin-5-ol FC1=CC=C2[C@@H](N3C(C2=C1)=CN=C3)[C@H]3[C@@H](C=1C=CC=NC1CC3)O